β-Maleimidopropyloxyl-succinimide C1(C=CC(N1C(COC1C(=O)NC(C1)=O)C)=O)=O